3-(4-amino-1H-pyrazol-1-yl)-1-benzoylazetidine NC=1C=NN(C1)C1CN(C1)C(C1=CC=CC=C1)=O